5-(furan-2-yl)-N-(2-(pyridin-3-yl)ethyl)isoxazole-3-carboxamide O1C(=CC=C1)C1=CC(=NO1)C(=O)NCCC=1C=NC=CC1